(S)-1-chloro-3-(2,6-dichloro-4-(2-(4-((R)-2-hydroxy-3-(1H-imidazol-1-yl)propoxy)phenyl)propan-2-yl)phenoxy)propan-2-yl acetate C(C)(=O)O[C@H](CCl)COC1=C(C=C(C=C1Cl)C(C)(C)C1=CC=C(C=C1)OC[C@@H](CN1C=NC=C1)O)Cl